C(C)(C)(C)C1=NN=C(O1)C=1C(=CC2=C(N(C([C@H](CS2(=O)=O)C(C(=O)N)C)=O)CC2=CC=C(C=C2)Cl)C1)F (3R)-7-(5-tert-butyl-1,3,4-oxadiazol-2-yl)-5-[(4-chlorophenyl)methyl]-8-fluoro-1,1,4-trioxo-2,3-dihydro-1λ6,5-benzothiazepin-3-ylpropanamide